FC1=CC=C(C=C1)C(=C1CN(CCC1)S(=O)(=O)NC1=CC=CC=C1)C1=CC=C(C=C1)F 3-(bis(4-fluorophenyl)methylene)-N-phenylpiperidine-1-sulfonamide